COC(CCC1=CC(=CC=C1)N1C(CCC1)=O)=O 3-[3-(2-oxopyrrolidin-1-yl)phenyl]propanoic acid methyl ester